C(C)(C)(C)OC(=O)NC=1C=2N(C3=CC(=C(C=C3N1)Cl)C(=O)O)C=NC2 4-(tert-butoxycarbonylamino)-7-chloro-imidazo[1,5-a]quinoxaline-8-carboxylic acid